C(=O)O.FC(C1=NN=C(S1)C1=NC=C2N1C=C(C=C2N2CCNC1(CC1)C2)S(=O)(=O)NC2(CC2)C)F 3-(5-(difluoromethyl)-1,3,4-thiadiazol-2-yl)-N-(1-methylcyclopropyl)-8-(4,7-diazaspiro[2.5]octan-7-yl)imidazo[1,5-a]pyridine-6-sulfonamide formate